O=C1OCCC1CC(=O)OCC ethyl 2-(2-oxooxolan-3-yl)acetate